C(C)(C)(C)N(C(O)=O)C12CC3(CC(CC(C1)C3)C2)NCC(=O)N2CC3=CC=CC=C3C2.N2(CCC2)CCC(=O)N[C@H](CF)C2=CC=C(C=C2)C (S)-3-(azetidin-1-yl)-N-(2-fluoro-1-(p-tolyl)ethyl)propanamide tert-butyl-(3-((2-(isoindolin-2-yl)-2-oxoethyl)amino)adamantan-1-yl)carbamate